N=1ON=C2C1C=CC(=C2)OC2=CC=CC(=N2)S(=O)(=O)NC(=O)C=2C(=NC=CC2)N2C(CC(C2)C)(C)C N-[[6-(2,1,3-Benzoxadiazol-5-yloxy)-2-pyridyl]sulfonyl]-2-(2,2,4-trimethylpyrrolidin-1-yl)pyridin-3-carboxamid